3-((2r,5s)-4-(6-chloro-1-methyl-2-oxo-1,2-dihydropyrido[3,2-d]pyrimidin-4-yl)-2,5-diethylpiperazin-1-yl)-3-(4-(trifluoromethyl)phenyl)propionic acid ClC=1C=CC=2N(C(N=C(C2N1)N1C[C@H](N(C[C@@H]1CC)C(CC(=O)O)C1=CC=C(C=C1)C(F)(F)F)CC)=O)C